C(C)(C)(C)OC(C1=C(C=CC=C1)NC(C)C1=C2CN(C(C2=CC(=C1)C)=O)C1COCC2=CC=CC=C12)=O.CN1CC=2N(CC1)N=CC2C2=CC=C(N)C=C2 4-(5-methyl-4,5,6,7-tetrahydropyrazolo[1,5-a]pyrazin-3-yl)aniline tert-butyl-2-((1-(2-(isochroman-4-yl)-6-methyl-1-oxoisoindolin-4-yl)ethyl)amino)benzoate